3,4,5-trimethoxy-benzaldehyde COC=1C=C(C=O)C=C(C1OC)OC